2'-chloro-6-(difluoromethyl)-5'-methoxy-N-(5-methoxy-1,3,4-thiadiazol-2-yl)-[4,4'-bipyridine]-3-carboxamide ClC1=NC=C(C(=C1)C1=C(C=NC(=C1)C(F)F)C(=O)NC=1SC(=NN1)OC)OC